C(C)(C)(C)[Si](C1=CC=CC=C1)(C1=CC=CC=C1)CCCI tert-butyl-(3-iodopropyl)diphenylsilane